Cl.OC=1C=CC(=C2C=CC(NC12)=O)C(CO)NCCCC1=CC(=CC=C1)O 8-hydroxy-5-{2-hydroxy-1-[3-(3-hydroxyphenyl)-propylamino]ethyl}-(1H)-quinolin-2-one hydrochloride